(Ethoxycarbonyl)glycine methyl-4'-((dimethylamino)methyl)-7-ethyl-4-methylspiro[benzo[d][1,3]dioxole-2,1'-cyclohexane]-5-carboxylate CC1C2(CCC(C1)CN(C)C)OC1=C(O2)C(=CC(=C1C)C(=O)O)CC.C(C)OC(=O)NCC(=O)O